2,4,6-tris(methoxy-d3)-N,N-bis(4-methoxybenzyl)benzenesulfonamide C(OC1=C(C(=CC(=C1)OC([2H])([2H])[2H])OC([2H])([2H])[2H])S(=O)(=O)N(CC1=CC=C(C=C1)OC)CC1=CC=C(C=C1)OC)([2H])([2H])[2H]